OCC1=CC=C(C=C1)N1N=CC=2C(C1=O)=C(N(C2C)C2=CC=C(C=C2)OC)C 2-(4-(hydroxymethyl)phenyl)-6-(4-methoxyphenyl)-5,7-dimethyl-2,6-dihydro-1H-pyrrolo[3,4-d]pyridazin-1-one